(R)-6-chloro-3-((1-(2-(6,7-dihydroisoxazolo[4,3-c]pyridin-5(4H)-yl)-3,6-dimethyl-4-oxo-3,4-dihydroquinazolin-8-yl)ethyl)amino)-N-(methylsulfonyl)picolinamide ClC1=CC=C(C(=N1)C(=O)NS(=O)(=O)C)N[C@H](C)C=1C=C(C=C2C(N(C(=NC12)N1CC=2C(CC1)=NOC2)C)=O)C